ClC=1C=C2C=NC(=NC2=CC1C1CCN(CC1)C[C@H](O)C1=C(C=CC=C1F)F)NC=1C=NN(C1C)C1CC1 (1R)-2-(4-{6-chloro-2-[(1-cyclopropyl-5-methyl-1H-pyrazol-4-yl)amino]quinazolin-7-yl}piperidin-1-yl)-1-(2,6-difluorophenyl)ethan-1-ol